2-[2-(4,4-difluoro-1-piperidyl)-ethylamino]acetic acid FC1(CCN(CC1)CCNCC(=O)O)F